COC1=C(C=CC=C1)C1=NC=CC(=N1)COCCO 2-[[2-(2-methoxyphenyl)pyrimidin-4-yl]methoxy]ethanol